N-(1,1'-biphenyl)-4-yl-6-phenyl-2-naphthylamine C1(=CC=C(C=C1)NC1=CC2=CC=C(C=C2C=C1)C1=CC=CC=C1)C1=CC=CC=C1